2,2-dihydroxymethylpropanoic acid OCC(C(=O)O)(C)CO